C(C)(C)(C)OC(=O)N1[C@H](CN([C@@H](C1)C)C(C(=O)OC(C)C)C1=CC=C(C=C1)F)C (2S,5R)-4-(1-(4-fluorophenyl)-2-isopropoxy-2-oxoethyl)-2,5-dimethylpiperazine-1-carboxylic acid tert-butyl ester